5-(2-(2,4-Difluorophenyl)-5,6-dihydro-4H-pyrrolo[1,2-b]pyrazol-3-yl)-1H-indazole FC1=C(C=CC(=C1)F)C=1C(=C2N(N1)CCC2)C=2C=C1C=NNC1=CC2